O1CCOC2=C1C=CC(=C2)CN2CC(CCC2)CNC(=O)NC(C)C N-{[1-(2,3-dihydro-1,4-benzodioxin-6-ylmethyl)piperidin-3-yl]methyl}-N'-isopropylurea